trimethylolethane tris-(3-mercaptopropionate) SCCC(=O)O.SCCC(=O)O.SCCC(=O)O.C(O)C(C)(CO)CO